1,1-dioxido-2,3-dihydrothiophen-3-yl 4-(((tert-butyldimethylsilyl)oxy)(phenyl)methyl)benzenesulfonate [Si](C)(C)(C(C)(C)C)OC(C1=CC=C(C=C1)S(=O)(=O)OC1CS(C=C1)(=O)=O)C1=CC=CC=C1